2-((4aS)-8-((2,6-Dioxopiperidin-3-yl)amino)-1,2,4a,5-tetrahydrobenzo[b]pyrazino[1,2-d][1,4]oxazin-3(4H)-yl)acetic acid O=C1NC(CCC1NC=1C=CC2=C(OC[C@H]3N2CCN(C3)CC(=O)O)C1)=O